2-(4-Chlorophenoxy)-N-[1-[2-(4-chlorophenoxy)ethyl]-piperidin-4-yl]acetamid ClC1=CC=C(OCC(=O)NC2CCN(CC2)CCOC2=CC=C(C=C2)Cl)C=C1